COC1(CO)CC(=CC(=C1)OC)OC 1,3,5-trimethoxybenzyl alcohol